4,4''-bis(3,6-dimethyl-9H-carbazol-9-yl)-4',6'-bis(4-(3,6-dimethyl-9H-carbazol-9-yl)phenyl)-5'-(2,6-dimethylpyridin-4-yl)-[1,1':2',1''-terphenyl]-3'-carbonitrile CC=1C=CC=2N(C3=CC=C(C=C3C2C1)C)C1=CC=C(C=C1)C1=C(C(=C(C(=C1C1=CC=C(C=C1)N1C2=CC=C(C=C2C=2C=C(C=CC12)C)C)C1=CC(=NC(=C1)C)C)C1=CC=C(C=C1)N1C2=CC=C(C=C2C=2C=C(C=CC12)C)C)C#N)C1=CC=C(C=C1)N1C2=CC=C(C=C2C=2C=C(C=CC12)C)C